N-(6-cyclopropylpyridin-3-yl)-5-(2-fluorophenyl)-6-(3-fluoropyridin-4-yl)-1,2,4-triazin-3-amine C1(CC1)C1=CC=C(C=N1)NC=1N=NC(=C(N1)C1=C(C=CC=C1)F)C1=C(C=NC=C1)F